BrC=1C(=NC=C(N1)Br)N[C@H](C)C1=CC=C(C=C1)C1=C(C=CC=C1)F (R)-3,5-Dibromo-N-(1-(2'-fluoro-[1,1'-biphenyl]-4-yl)ethyl)pyrazin-2-amine